1-butyl-pyridine chloride salt [Cl-].C(CCC)N1CC=CC=C1